(2Z)-3-bromo-2-(carbamoyl-hydrazono)propionic acid BrC\C(\C(=O)O)=N/NC(N)=O